6-(((1,1-difluorospiro[2.3]hexan-5-yl)amino)methyl)-2-(3-((1r,3r)-3-methoxy-1-(4-methyl-4H-1,2,4-triazol-3-yl)cyclobutyl)phenyl)-4-(trifluoromethyl)isoindolin-1-one FC1(CC12CC(C2)NCC2=CC(=C1CN(C(C1=C2)=O)C2=CC(=CC=C2)C2(CC(C2)OC)C2=NN=CN2C)C(F)(F)F)F